Cl.[N+](=O)([O-])C=1C=CC(=NC1)NC(C1=NC=C(C=C1)CCCCC)=O N-(5-nitropyridin-2-yl)-5-pentylpicolinamide hydrogen chloride